CN1N=C(CCC1=O)C(=O)NC1=NC=C(C=C1)CC1=NC=CC(=C1)C(F)(F)F 1-methyl-6-oxo-N-(5-((4-(trifluoromethyl)pyridin-2-yl)methyl)pyridin-2-yl)-1,4,5,6-tetrahydropyridazine-3-carboxamide